Cl.COC1=C(C=C(C=C1)NC1=NC(=CC(=N1)NC)C)C=1NN2C(=CNCC2)N1 2-N-(4-methoxy-3-[4H,5H,6H,7H-[1,2,4]triazolo[1,5-a]pyrazin-2-yl]phenyl)-4-N,6-dimethylpyrimidine-2,4-diamine hydrochloride